COC(C[C@@H](C1=CC(=CC=C1)O)C1CC1)=O (R)-3-cyclopropyl-3-(3-hydroxy-phenyl)-propionic acid methyl ester